3-(5-chloro-2-{[(3R,4R)-3-fluoro-1-methanesulfonylpiperidin-4-yl]amino}imidazo[4,3-f][1,2,4]triazin-7-yl)-2-methylbutan-2-ol ClC=1N=C(N2N=C(N=CC21)N[C@H]2[C@@H](CN(CC2)S(=O)(=O)C)F)C(C(C)(O)C)C